FC=1C=CC=2N(C1)C=C(N2)C=O 6-fluoroimidazo[1,2-a]pyridine-2-carbaldehyde